S1CN([C@H](C1)C(=O)OC)C(=O)OC(C)(C)C 3-tert-butyl 4-methyl (4S)-1,3-thiazolidine-3,4-dicarboxylate